tris-[4-(4-acetylphenyl)-thiophenyl]-sulfonium tetrakis(pentafluorophenyl)borate FC1=C(C(=C(C(=C1[B-](C1=C(C(=C(C(=C1F)F)F)F)F)(C1=C(C(=C(C(=C1F)F)F)F)F)C1=C(C(=C(C(=C1F)F)F)F)F)F)F)F)F.C(C)(=O)C1=CC=C(C=C1)C=1C=C(SC1)[S+](C=1SC=C(C1)C1=CC=C(C=C1)C(C)=O)C=1SC=C(C1)C1=CC=C(C=C1)C(C)=O